FCOC1=CC=C(C=C1)C=CCNC1=CN=C(NC1=O)C1=CC=CC=C1 5-((3-(4-(fluoromethoxy)phenyl)allyl)amino)-6-oxo-2-phenylpyrimidin